6-fluoro-7-(2-fluorophenyl)-1-(2-isopropyl-4-methylpyridin-3-yl)-4-(4-((((2-methoxyethyl)imino)methylene)amino)piperidin-1-yl)pyrido[2,3-d]pyrimidin-2(1H)-one FC1=CC2=C(N(C(N=C2N2CCC(CC2)N=C=NCCOC)=O)C=2C(=NC=CC2C)C(C)C)N=C1C1=C(C=CC=C1)F